C(C=C)(=O)N1CCC(CC1)C1=CNC=2N=CN=C(C21)NC=2C=CC(=C(C#N)C2)OCC2=NC=CC=C2 5-((5-(1-acryloylpiperidin-4-yl)-7H-pyrrolo[2,3-d]pyrimidin-4-yl)amino)-2-(pyridin-2-ylmethoxy)benzonitrile